CC=1N=C(NC1C)C1=NC=CC(=C1)C=1C=NC=C(C1)C(=O)N1CC(C1)OC 2'-(4,5-Dimethyl-1H-imidazol-2-yl)-5-[(3-methoxyazetidin-1-yl)carbonyl]-3,4'-bipyridin